(S)-N-(3,4-difluorobenzyl)-5-(3-(2,4-dimethyloxazol-5-yl)-2-(4-fluorophenethyl)-5-oxo-7,8,9,9a-tetrahydro-5H-pyrido[2,3-a]pyrrolizin-4-yl)thiophene-2-carboxamide FC=1C=C(CNC(=O)C=2SC(=CC2)C2=C(C(=NC3=C2C(N2CCC[C@@H]32)=O)CCC3=CC=C(C=C3)F)C3=C(N=C(O3)C)C)C=CC1F